FC(C(=O)OC)C(C1CCOCC1)=O Methyl 2-fluoro-3-oxo-3-(tetrahydro-pyran-4-yl)-propionate